(S)-5-fluoro-N-(8-fluoro-6-oxo-1,4,5,6-tetrahydro-2H-pyrano[3,4-c]isoquinolin-1-yl)-N-methyl-6-(trifluoromethyl)nicotinamide FC=1C(=NC=C(C(=O)N(C)[C@@H]2COCC=3NC(C=4C=C(C=CC4C32)F)=O)C1)C(F)(F)F